FC=1C(=C(C(=CC1)F)C1=C(C2=C(C(N3[C@@H](CO2)CN(CC3)C(=O)OC(C)(C)C)=O)C(=N1)F)F)O tert-butyl (6aR)-3-(3,6-difluoro-2-hydroxyphenyl)-1,4-difluoro-12-oxo-6a,7,9,10-tetrahydro-12H-pyrazino[2,1-c]pyrido[3,4-f][1,4]oxazepine-8(6H)-carboxylate